dec-3-en-8-yl propanoate C(CC)(=O)OC(CCCC=CCC)CC